tert-butyl 2-[2-(2-chloro-4-nitrophenyl)ethoxy]acetate ClC1=C(C=CC(=C1)[N+](=O)[O-])CCOCC(=O)OC(C)(C)C